2-(4-methoxybenzyl)-6-(4-methoxyphenyl)pyridazin-3(2H)-one COC1=CC=C(CN2N=C(C=CC2=O)C2=CC=C(C=C2)OC)C=C1